propyltrimethyltin C(CC)[Sn](C)(C)C